COC1=CC=C(C=C1)C=1C=CC=C2C=NC(=NC12)NC1=CC=C(C=C1)OC 8-(4-(methoxy)phenyl)-N-(4-(methoxy)phenyl)quinazolin-2-amine